7,7-dimethyl-2-oxo-bicyclo[2.2.1]heptane CC1(C2C(CC1CC2)=O)C